CS(=O)(=O)OC(C(F)(F)F)(C)C1=NC(=C(C=C1)OC)Br 2-(6-bromo-5-methoxypyridin-2-yl)-1,1,1-trifluoropropan-2-yl methanesulfonate